4-chloro-2-(4-methoxybutoxy)pyrimidine ClC1=NC(=NC=C1)OCCCCOC